2-((tetrahydrofuran-2-yl)oxy)ethane-1-ol O1C(CCC1)OCCO